2-ethyl-7-hydroxybenzoisoxazole C(C)N1OC2=C(C1)C=CC=C2O